FC=1C(=C(C(=C2C(=C(C(=C(C12)[NH3+])F)F)F)F)F)F (heptafluoronaphthyl)ammonium